C(C(C)C)NC1=NN2C(C=N1)=C(C=C2)C2=CC=C1C(=N2)N(C(=N1)C)CCOC N-isobutyl-5-(3-(2-methoxyethyl)-2-methyl-3H-imidazo[4,5-b]pyridin-5-yl)pyrrolo[2,1-f][1,2,4]triazin-2-amine